2-(2-aminopyridin-4-yl)-5-methyl-3-(2-methylanilino)-7-(2,2,2-trifluoroethyl)-1,5,6,7-tetrahydro-4H-pyrrolo[3,2-c]pyridin-4-one NC1=NC=CC(=C1)C1=C(C=2C(N(CC(C2N1)CC(F)(F)F)C)=O)NC1=C(C=CC=C1)C